FC1(C(CN(CC1)C(C(=O)NC1=NC=C(C=C1)F)C)C1=CNC(C(=C1)CS(=O)(=O)C)=O)F (4,4-difluoro-3-(5-((methylsulfonyl)methyl)-6-oxo-1,6-dihydropyridin-3-yl)piperidin-1-yl)-N-(5-fluoropyridin-2-yl)propanamide